[3-[1-[(2,4-dimethoxyphenyl)methylamino]-4-methylphthalazin-6-yl]-5-fluoro-4-methoxyphenyl]boronic acid COC1=C(C=CC(=C1)OC)CNC1=NN=C(C2=CC(=CC=C12)C=1C=C(C=C(C1OC)F)B(O)O)C